CC1=C(C(=C(C(=C1C)C)C)C)C1=C(C(=CC=C1)C1=C(C(=C(C(=C1C)C)C)C)C)P1CCC2(OCCO2)CC1 1,4-dioxa-8-[2,6-bis(2,3,4,5,6-pentamethylphenyl)phenyl]-8-phospha-spiro[4.5]decane